N-(2,4-dimethoxybenzyl)-2,2,2-trifluoroethane-1-sulfonamide COC1=C(CNS(=O)(=O)CC(F)(F)F)C=CC(=C1)OC